COC1=CC=C(C=O)C=C1 4-(methoxy)benzaldehyde